NC1=C(C=C(C=C1)NC([C@@H](CC)OS(=O)(=O)C1=CC=C(C)C=C1)=O)F.O=C1C=CN(C2=CC=CC=C12)N(N=CC1=CC=C(C=C1)C(F)(F)F)C(C)=O (4-oxo-4H-quinolin-1-yl)-acetyl-(4-trifluoromethylbenzylidene)hydrazine (R)-1-((4-amino-3-fluorophenyl)amino)-1-oxobutan-2-yl-p-toluenesulfonate